tert-butyl 4-{6-[2-allyl-6-(6-isoquinolylamino)-3-oxo-1,2-dihydro-3H-1,2,5,7-tetraazainden-1-yl]-2-pyridyloxy}-1-piperidinecarboxylate C(C=C)N1N(C2=NC(=NC=C2C1=O)NC=1C=C2C=CN=CC2=CC1)C1=CC=CC(=N1)OC1CCN(CC1)C(=O)OC(C)(C)C